NC1=C(C=CC=C1)NC1CCN(CC1)C(CC1=CC=C(C=C1)C(F)(F)F)=S 1-(4-((2-aminophenyl)amino)piperidin-1-yl)-2-(4-(trifluoromethyl)phenyl)ethane-1-thione